4-(((2-(Cyclopropylamino)-5-phenylthieno[2,3-d]pyrimidin-4-yl)amino)methyl)-benzenesulfonamide C1(CC1)NC=1N=C(C2=C(N1)SC=C2C2=CC=CC=C2)NCC2=CC=C(C=C2)S(=O)(=O)N